tert-butyl 1-oxo-5-(2,2,2-trifluoroacetamido)isoindoline-2-carboxylate O=C1N(CC2=CC(=CC=C12)NC(C(F)(F)F)=O)C(=O)OC(C)(C)C